BrC=1C(=C(C=CC1)N1N=C(C=C1C(F)(F)F)C(=O)O)F 1-(3-bromo-2-fluorophenyl)-5-(trifluoromethyl)-1H-pyrazole-3-carboxylic acid